tripyrrolidinylphosphorus hexafluorophosphate F[P-](F)(F)(F)(F)F.N1(CCCC1)[P+](N1CCCC1)N1CCCC1